ClC=1C(=C(C(=CC1)N1N=NN=C1)C=CC(=O)N1C(C2=CC=CC(=C2CC1)N(C(CN(C)C)=O)C)C(=O)NC1=CC=C(C(=O)O)C=C1)F 4-(2-(3-(3-chloro-2-fluoro-6-(1H-tetrazol-1-yl)phenyl)acryloyl)-5-(2-(dimethylamino)-N-methylacetamido)-1,2,3,4-tetrahydroisoquinoline-1-carboxamido)benzoic acid